N-ethyl-N-(2-hydroxyethyl)-m-toluidine C(C)N(C1=CC(=CC=C1)C)CCO